C(C1=CC=CC=C1)C1N(C(OC1)=O)C(\C=C\C1=CC(=CC=C1)C=1C=NC=CC1)=O (E)-4-benzyl-3-(3-(3-(pyridin-3-yl)phenyl)acryloyl)oxazolidin-2-one